[Si](C)(C)(C(C)(C)C)OCC[C@H](C)N1N=C(C=2C=NC(=CC21)Cl)I 1-[(2S)-4-[(tert-butyldimethylsilyl)oxy]but-2-yl]-6-chloro-3-iodopyrazolo[4,3-C]pyridine